(R)-5-(3-fluoro-8-(prop-1-yn-1-yl)dibenzo[b,d]thiophen-2-yl)-3-imino-2,2,5-trimethyl-thiomorpholine 1,1-dioxide FC=1C(=CC2=C(SC3=C2C=C(C=C3)C#CC)C1)[C@@]1(CS(C(C(N1)=N)(C)C)(=O)=O)C